3-methyl-2-[2-[(3S)-3-methyl-1,1-dioxo-thiolan-3-yl]pyrazolo[3,4-b]pyridin-6-yl]-5-(trifluoro-methyl)phenol CC=1C(=C(C=C(C1)C(F)(F)F)O)C=1C=CC=2C(N1)=NN(C2)[C@@]2(CS(CC2)(=O)=O)C